C(CCCCCCC)OC(CCC(=O)OCCCCCCN(CCCCCOC(=O)OCCC#CCCCCC)CCO)OCCCCCCCC 6-((2-hydroxyethyl)(5-(((non-3-yn-1-yloxy)carbonyl)oxy)pentyl)amino)hexyl 4,4-bis(octyloxy)butanoate